(1-benzyl-5-cyclopropyl-pyrazol-3-yl)-(2-methylsulfonylpyrimidin-4-yl)methanone C(C1=CC=CC=C1)N1N=C(C=C1C1CC1)C(=O)C1=NC(=NC=C1)S(=O)(=O)C